N-m-tolylphthalamic acid CC1=CC(=CC=C1)NC(=O)C2=CC=CC=C2C(=O)O